[Sn].[Cu].[Sn] tin-copper-tin